(1R,3R,4R)-2-((5-chloropyridin-3-yl)-D-alanyl)-N-((R)-1-cyano-2-((R)-2-oxopiperidin-3-yl)ethyl)-5,5-difluoro-2-azabicyclo[2.2.2]octane-3-carboxamide ClC=1C=C(C=NC1)N[C@H](C)C(=O)N1[C@H]2CC([C@@H]([C@@H]1C(=O)N[C@H](C[C@@H]1C(NCCC1)=O)C#N)CC2)(F)F